O[C@@]1([C@@H](CC[C@H](C1)C)C(C)C)C(=O)NCC(C1=CC=CC=C1)O (1S,2S,5R)-1-hydroxy-N-(2-hydroxy-2-phenylethyl)-2-isopropyl-5-methylcyclohexane-1-carboxamide